[Si](C)(C)(C(C)(C)C)O[C@@H]1[C@@H](O[C@@H]([C@@H](C1)O[Si](C)(C)C(C)(C)C)CO)[C@@H](C)CC(C[C@@H]([C@@H](\C=C\I)OCC1=CC=C(C=C1)OC)C)=O (2S,6S,7S,E)-2-((2S,3S,5R,6R)-3,5-bis((t-butyldimethylsilyl)oxy)-6-(hydroxymethyl)tetrahydro-2H-pyran-2-yl)-9-iodo-7-((4-methoxybenzyl)oxy)-6-methylnon-8-en-4-one